ClC=1C=CC(=C(C1)C1=CC(=C(N=N1)N(C)CC1(C(OCC1)=O)COC)NC1=CC(=NC=C1)NC(CCN1CCN(CC1)C)=O)F N-(4-{[6-(5-chloro-2-fluorophenyl)-3-({[3-(methoxymethyl)-2-oxooxolan-3-yl]methyl}(methyl)amino)pyridazin-4-yl]amino}pyridin-2-yl)-3-(4-methylpiperazin-1-yl)propanamide